CC1CN(C=2C=CC3=C(C12)C=CC=C3S(=O)(=O)C)C(N)=N 1-methyl-6-(methylsulfonyl)-1,2-dihydro-3H-benzo[e]indole-3-carboximidamide